ClC=1C=CC(=C(C1)C(=O)N1N(C[C@@H](C1)C)CC1=CC2=C(N=C(S2)C)C=C1)N1N=CC=N1 (S)-(5-chloro-2-(2H-1,2,3-triazol-2-yl)phenyl)(4-methyl-2-((2-methylbenzo[d]thiazol-6-yl)methyl)pyrazolidin-1-yl)methanone